ClC1=CC=C(C=C1)C=1C2=C(N(N1)C)SC(=C2)C(=O)NCCCN2CCN(CC2)C 3-(4-chlorophenyl)-1-methyl-N-(3-(4-methylpiperazin-1-yl)propyl)-1H-thieno[2,3-c]pyrazole-5-carboxamide